COC1=C(CN[C@H]2[C@@H]([C@@H]([C@@H](CC2)NCC=2C=C3C=CC=NC3=CC2)O)O)C=CC=C1 (1R,2S,3R,6R)-3-((2-Methoxybenzyl)amino)-6-((quinolin-6-ylmethyl)amino)cyclohexane-1,2-diol